C(C)(C)(C)P(C1=CC=CC=C1)C1=CC=CC=C1 tert-butyl(diphenyl)phosphane